CC1=C(OC=2CCC3=CN(N=C3C21)CC2=CC=C(C=C2)C)C(=O)NC2=CC(=CC=C2)C(F)(F)F 8-methyl-2-(4-methylbenzyl)-N-[3-(trifluoromethyl)phenyl]-4,5-dihydro-2H-furo[2,3-g]indazole-7-carboxamide